5-chloro-N-(4-methyl-3-(2-((1-methyl-1H-pyrazol-4-yl)amino)-8,9-dihydroimidazo[1',2':1,6]pyrido[2,3-d]pyrimidin-6-yl)phenyl)-4-(trifluoromethyl)pyridineamide ClC=1C(=CC(=NC1)C(=O)NC1=CC(=C(C=C1)C)C1=CC2=C(N=C(N=C2)NC=2C=NN(C2)C)N2C1=NCC2)C(F)(F)F